[C@]12(CCCC3=CC=CC=C13)C[C@H]2C(=O)O (1R,3R)-3',4'-dihydro-2'H-spiro[cyclopropane-1,1'-naphthalene]-3-carboxylic acid